Cl.N[C@@H](C(=O)N1[C@@H](C[C@@H](C1)C1=CC=CC=C1)C(=O)NCC1=CC=C(C=C1)C(=N)NC(OCC1=CC=CC=C1)=O)CCC1=CC=CC=C1 benzyl ((4-(((2S,4R)-1-((R)-2-amino-4-phenylbutanoyl)-4-phenylpyrrolidine-2-carboxamido)methyl)phenyl)(imino)methyl)carbamate hydrochloride